N-(2,6-dimethylpyrimidin-4-yl)-5-[2-methyl-5-[[(1S,5R,7s)-9-methyl-3-oxa-9-azabicyclo[3.3.1]nonan-7-yl]oxy]-4-pyridyl]pyrazolo[1,5-a]pyridin-2-amine CC1=NC(=CC(=N1)NC1=NN2C(C=C(C=C2)C2=CC(=NC=C2OC2C[C@@H]3COC[C@H](C2)N3C)C)=C1)C